FC1=C(COC2=C(C(N(C(=C2)C)C=2C=C(C(=O)NCCN)C=CC2)=O)Br)C=CC(=C1)F 3-(4-(2,4-difluorobenzyloxy)-3-bromo-6-methyl-2-oxopyridin-1(2H)-yl)-N-(2-aminoethyl)benzamide